5-((3-acetyl-1-cyclopentyl-4-methyl-2-oxo-1,6-naphthyridin-7-yl)amino)pyrazine-2-yl-2-methyl-piperazine-1-carboxylate C(C)(=O)C=1C(N(C2=CC(=NC=C2C1C)NC=1N=CC(=NC1)OC(=O)N1C(CNCC1)C)C1CCCC1)=O